8-[(S,2S,4R)-bicyclo[2.2.1]heptan-2-yl]-2-(methylsulfanyl)pyrido[2,3-d]pyrimidin-7-one [C@H]12[C@H](C[C@H](CC1)C2)N2C(C=CC1=C2N=C(N=C1)SC)=O